CC1OC(CN(C1)C1=CC(=C(C=C1)NC=1C=C2C=CN(C2=CC1)C)C)C 5-((4-(2,6-dimethylmorpholino)-2-methylphenyl)amino)-1-methyl-1H-indole